C(C)(=O)N[C@@H](C[SeH])C(=O)O L-N-acetyl-selenocysteine